C(SC)(OC1(CCC1)C1=NC=C(C=C1)C(C)=O)=S O-(1-(5-acetylpyridin-2-yl) cyclobutyl) S-methyl dithiocarbonate